5-(4,4,5,5-tetramethyl-1,3,2-dioxaborolan-2-yl)-2-(2-((trimethylsilyl)oxy)propan-2-yl)pyridine CC1(OB(OC1(C)C)C=1C=CC(=NC1)C(C)(C)O[Si](C)(C)C)C